C(C)C(CC=1C(=C(C(=O)[O-])C=CC1)CC(CCCC)CC)CCCC bis-(2-ethylhexyl)-benzoate